(R)-4-(6-chloro-5-methyl-4-(1-(methylsulfonyl)cyclopropyl)pyridin-2-yl)-3-methylmorpholine ClC1=C(C(=CC(=N1)N1[C@@H](COCC1)C)C1(CC1)S(=O)(=O)C)C